(1S,3S,4S)-2-[(2R)-2-(3-chloro-2-methyl-anilino)propanoyl]-N-[(1S)-1-cyano-2-[(3R)-2-oxo-3-piperidyl]ethyl]-5,5-difluoro-2-azabicyclo[2.2.2]octane-3-carboxamide ClC=1C(=C(N[C@@H](C(=O)N2[C@@H]3CC([C@H]([C@H]2C(=O)N[C@@H](C[C@@H]2C(NCCC2)=O)C#N)CC3)(F)F)C)C=CC1)C